Methyl 2-(1-cyclobutyl-1H-pyrazol-4-yl)-5-({[1-(2,6-difluorophenyl) cyclopropyl] carbonyl} amino)benzoate C1(CCC1)N1N=CC(=C1)C1=C(C(=O)OC)C=C(C=C1)NC(=O)C1(CC1)C1=C(C=CC=C1F)F